2-(2-hydroxy-4,5-dimethoxyphenyl)-5-butoxycarbonyl-2H-benzotriazole OC1=C(C=C(C(=C1)OC)OC)N1N=C2C(=N1)C=CC(=C2)C(=O)OCCCC